(5-bromo-7-nitrobenzofuran-2-yl)methanol BrC=1C=C(C2=C(C=C(O2)CO)C1)[N+](=O)[O-]